ClC1=NC=CC(=N1)C(C)=O 1-(2-chloropyrimidin-4-yl)ethan-1-one